2-chlorothiobenzoic acid ClC1=C(C(=S)O)C=CC=C1